N-[3-(2-chloro-5-fluorophenyl)-2-[(4-methoxyphenyl)methyl]-1,6-dioxo-1,2,3,7-tetrahydropyrrolo[4,3-f]isoquinolin-4-yl]-5-fluoro-3-(trifluoromethyl)benzamide ClC1=C(C=C(C=C1)F)C1N(C(C2=C3C=CNC(C3=CC(=C21)NC(C2=CC(=CC(=C2)F)C(F)(F)F)=O)=O)=O)CC2=CC=C(C=C2)OC